CN1C2=C(OCC1=O)C=C(C=C2)NC2=CC=C(C=C2)CCCCC 4-methyl-7-((4-pentylphenyl)amino)-2H-benzo[b][1,4]oxazin-3(4H)-one